isonicotinamide Tert-butyl-pyrrolidine-1-carboxylate C(C)(C)(C)OC(=O)N1CCCC1.C(C1=CC=NC=C1)(=O)N